C(CCCCCCCCCCCCCCC)CCCCCCCC hexadecyl-octane